C(C)(=O)OCCC\C=C\CCCCC (E)-4-Decenyl acetate